ClC=1C=C(C=C(C1OC1=NNC(C(=C1)C(C)CC)=O)Cl)N1N=C(C(NC1=O)=O)C(=O)O 2-(3,5-dichloro-4-[[6-oxo-5-(sec-butyl)-1H-pyridazin-3-yl]oxy]phenyl)-3,5-dioxo-4H-1,2,4-triazine-6-carboxylic acid